CC(C(=O)OC1CNCC1)C1=C(C=CC=C1)C=1SC(=CC1)C 3-pyrrolidinol Methyl-2-(2-(5-methylthiophen-2-yl)phenyl)acetate